C(CCC)[Sn](C1=C(C=CC=C1)F)(CCCC)CCCC tributyl-(2-fluorophenyl)stannane